ClC=1C(=C(C=CC1Cl)[C@@H]1N(OCC1)C1=CC(=NC=N1)NC=1C(=CC(=C(C1)NC(C=C)=O)N1CCC(CC1)N1CCN(CC1)C(C)C)OC)F N-(5-((6-((R)-3-(3,4-dichloro-2-fluorophenyl)-isoxazolidine-2-yl)pyrimidine-4-yl)amino)-2-(4-(4-isopropylpiperazine-1-yl)piperidine-1-yl)-4-methoxyphenyl)acrylamide